1-((3S,4R)-4-(3,4-difluorophenyl)-1-(2-methoxyethyl)pyrrolidin-3-yl)-3-(2',4,5'-trimethyl-1-phenyl-1H,2'H-[3,3'-bipyrazol]-5-yl)urea FC=1C=C(C=CC1F)[C@H]1[C@@H](CN(C1)CCOC)NC(=O)NC1=C(C(=NN1C1=CC=CC=C1)C=1N(N=C(C1)C)C)C